CP(C1=C2N=CC=NC2=CC=C1NC=1C2=C(N=C(N1)NC=1C=CC3=C(OC[C@@H]4N3CCN(C4)C)C1)NC=C2)(C)=O (R)-dimethyl-(6-((2-((3-methyl-1,2,3,4,4a,5-hexahydrobenzo[b]pyrazino[1,2-d][1,4]oxazin-8-yl)amino)-7H-pyrrolo[2,3-d]pyrimidin-4-yl)amino)quinoxalin-5-yl)phosphine oxide